3-(methylamino)-N-Phenyl-benzamide CNC=1C=C(C(=O)NC2=CC=CC=C2)C=CC1